bis(1-ethyl-3-methylpentyl)para-phenylenediamine C(C)C(CC(CC)C)NC1=CC=C(C=C1)NC(CC(CC)C)CC